benzyl (2S,4R)-4-((tert-butyldimethylsilyl)oxy)pyrrolidine-2-carboxylate [Si](C)(C)(C(C)(C)C)O[C@@H]1C[C@H](NC1)C(=O)OCC1=CC=CC=C1